Ethyl 5-(4-((tert-butoxycarbonyl)(2-(4-fluorophenyl)cyclopropyl)amino)butanoyl)-4,5,6,7-tetrahydrothieno[3,2-c]pyridine-2-carboxylate C(C)(C)(C)OC(=O)N(CCCC(=O)N1CC2=C(CC1)SC(=C2)C(=O)OCC)C2C(C2)C2=CC=C(C=C2)F